NCC(=O)O.CC1=C(C=C(C(=C1)F)Br)[N+](=O)[O-] methyl-(4-bromo-5-fluoro-2-nitrobenzene) glycinate